COC1=C(C(=O)[PH2]=O)C=CC(=C1)OC 2,4-dimethoxybenzoyl-phosphine oxide